5-(3-chlorophenyl)-3-[2-(3-fluoro-3-methyl-azetidin-1-yl)-2-oxo-ethyl]-7-(1-hydroxy-2-methyl-propyl)pyrrolo[2,1-f][1,2,4]triazin-4-one ClC=1C=C(C=CC1)C=1C=C(N2N=CN(C(C21)=O)CC(=O)N2CC(C2)(C)F)C(C(C)C)O